[Zr].[B].[Zn].[Ti].[Al] aluminum-titanium-zinc-boron-zirconium